CCC(=O)N[C@@H]1[C@H]([C@@H]([C@H](OC1O)CO)O)O N-propionyl-D-glucosamine